[Cl-].N1(N=NC2=C1C=CC=C2)O[P+](N(C)C)(N(C)C)N(C)C benzotriazol-1-yl-oxy-tris(dimethylamino)phosphonium chloride